1,3-bis-(diphenylphosphino)-2,2-dimethylpropane C1(=CC=CC=C1)P(CC(CP(C1=CC=CC=C1)C1=CC=CC=C1)(C)C)C1=CC=CC=C1